C1(=CC=CC=C1)C1(C2=CC=CC=C2C=2C=CC(=CC12)NC=1C=CC2=C(OC3=C2C=CC=C3)C1)C1=CC=CC=C1 N-(9,9-diphenyl-9H-fluoren-2-yl)dibenzo[b,d]furan-3-amine